(E)-3,7,11-trimethyldodeca-6,10-dien-1-yl (E)-3-(4-methoxyphenyl)acrylate COC1=CC=C(C=C1)/C=C/C(=O)OCCC(CC\C=C(\CCC=C(C)C)/C)C